2-cyclohexyl-2-(3,3-dibromobutyl)-1,3-dimethoxypropane C1(CCCCC1)C(COC)(COC)CCC(C)(Br)Br